6-bromocinnoline BrC=1C=C2C=CN=NC2=CC1